(6S)-methyl 4,5,6,7-tetrahydro-3H-imidazo[4,5-c]pyridine-6-carboxylate N1=CNC=2CN[C@@H](CC21)C(=O)OC